C1(=CC=CC=C1)S(=O)(=O)OC(C(C(C)OC(C1=CC=CC=C1)=O)C)C 3-methyl-2,4-pentanediol benzoate benzenesulfonate